CC1(N(CC1)C(=O)N)C 2,2-dimethylazetidine-1-carboxamide